iminosuccinic acid diethyl ester C(C)OC(C(CC(=O)OCC)=N)=O